C(#N)C=1N=C(SC1)C(C)NS(=O)C(C)(C)C N-(1-(4-cyanothiazol-2-yl)ethyl)-2-methylpropane-2-sulfinamide